COC(=O)[C@H]1C[C@H]([C@@H](C1)OCOC)NC(=O)OC(C)(C)C.CC(O)(OC(C)C(CCCCBr)C)C (2,2-dimethyl-1,3-Dioxapent-4-yl)methyl-5-bromopentane Methyl-(1S,3R,4R)-3-[(tert-butoxycarbonyl)amino]-4-(methoxymethoxy)cyclopentane-1-carboxylate